FC=1C(=CC2=C(C1)C1(COC1)N(C(O2)=O)CC2=C(C(=NC=C2)NS(=O)(=O)NC)F)OC=2N=NC=CC2 6-fluoro-3-{[3-fluoro-2-(methylaminosulfonylamino)-4-pyridyl]methyl}-7-(3-pyridazinyloxy)-2H,3H-spiro[1,3-benzoxazine-4,3'-oxetan]-2-one